3-(4-chlorophenoxymethyl)-2-{[5-methyl-2-(1,3-thiazol-2-yl)phenyl]carbonyl}-2-azabicyclo[3.1.1]heptane ClC1=CC=C(OCC2N(C3CC(C2)C3)C(=O)C3=C(C=CC(=C3)C)C=3SC=CN3)C=C1